2-fluoro-4-(3-fluoro-5-(difluoromethyl)benzyl)pyridine FC1=NC=CC(=C1)CC1=CC(=CC(=C1)C(F)F)F